O=C1CC(CN1)N1C(C2=CC=CC=C2C1=O)=O 2-(5-oxopyrrolidin-3-yl)isoindoline-1,3-dione